tert-butyl (2R,4R)-2-(((S)-1-(benzyloxy)-1-oxopropan-2-yl)carbamoyl)-4-phenylpyrrolidine-1-carboxylate C(C1=CC=CC=C1)OC([C@H](C)NC(=O)[C@@H]1N(C[C@H](C1)C1=CC=CC=C1)C(=O)OC(C)(C)C)=O